ClC=1C=CC2=C([C@@H](C[C@@H](O2)C(=O)NC23CC(C2)(C3)NC(=O)C3=CN=C(O3)C3CC3)O)C1 N-(3-{[(2R,4R)-6-chloro-4-hydroxy-3,4-dihydro-2H-1-benzopyran-2-carbonyl]amino}bicyclo[1.1.1]pentan-1-yl)-2-cyclopropyl-1,3-oxazole-5-carboxamide